C1(CC1)S(=O)(=O)N1N=CC(=C1)C1=NC=CC(=N1)NC1=CC(=C(C=N1)C#CC=1C=NN(C1)CC(=O)N(C)C)NC1CCC(CC1)(C)O 2-(4-((6-((2-(1-(Cyclopropylsulfonyl)-1H-pyrazol-4-yl)pyrimidin-4-yl)amino)-4-(((1s,4s)-4-hydroxy-4-methylcyclohexyl)amino)pyridin-3-yl)ethynyl)-1H-pyrazol-1-yl)-N,N-dimethylacetamide